tert-butyl 4-amino-1H-indole-1-carboxylate NC1=C2C=CN(C2=CC=C1)C(=O)OC(C)(C)C